FC(OC1=CC=C(C=C1)NC1=NC(=CC=C1C(=O)O)C(F)(F)F)F 2-((4-(difluoromethoxy)phenyl)amino)-6-(trifluoromethyl)pyridine-3-carboxylic acid